6-(4-chloro-1-(4-(2-methoxypyridin-4-yl)benzyl)-1H-indole-7-carboxamido)spiro[3.3]heptane-2-carboxylic acid ClC1=C2C=CN(C2=C(C=C1)C(=O)NC1CC2(CC(C2)C(=O)O)C1)CC1=CC=C(C=C1)C1=CC(=NC=C1)OC